ClC1=CC=C(C(=N1)C1=NOC(N1)=O)NC(C)C=1C=2C3=C(N(C(C2C=C(C1)Cl)=O)C)N(N=C3)CC 3-(6-Chloro-3-((1-(7-chloro-3-ethyl-4-methyl-5-oxo-4,5-dihydro-3H-pyrazolo[3,4-c]isoquinolin-9-yl)ethyl)amino)pyridin-2-yl)-1,2,4-oxadiazol-5(4H)-one